2-(ethyl-(propyl)amino)-1-(5-fluoro-1H-indol-3-yl)ethan-1-one C(C)N(CC(=O)C1=CNC2=CC=C(C=C12)F)CCC